ClC1=C(C=C(C(=C1)F)C1=NC=NC2=CC(=CC(=C12)F)N1CCOCC1)C(O)C1=NC=CN=C1OC [2-Chloro-4-fluoro-5-(5-fluoro-7-morpholin-4-ylquinazolin-4-yl)phenyl]-(3-methoxypyrazin-2-yl)methanol